6-(2-((5-cyclopropyl-3-(3,5-dichloropyridin-4-yl)isoxazol-4-yl)methylene)-7-azaspiro[3.5]non-7-yl)-4-(oxetan-3-yloxy)quinoline-2-carboxylic acid C1(CC1)C1=C(C(=NO1)C1=C(C=NC=C1Cl)Cl)C=C1CC2(C1)CCN(CC2)C=2C=C1C(=CC(=NC1=CC2)C(=O)O)OC2COC2